C1(=CC=CC=C1)C(CCC)N 1-phenylbutane-1-amine